C(C)(C)(C)OC(=O)N[C@H](C(=O)OC)CC1=CC=C(C=C1)OCCB1OC(C(O1)(C)C)(C)C methyl (S)-2-((tert-butoxycarbonyl)amino)-3-(4-(2-(4,4,5,5-tetramethyl-1,3,2-dioxaborolan-2-yl)ethoxy)phenyl)propanoate